COC=1C=NC=CC1C1=CC=C(C=C1)NC([C@H](C(C1=CC=CC=C1)C1=CC=CC=C1)NC(=O)C1=CC=NN1C)=O (S)-N-(1-((4-(3-methoxypyridin-4-yl)phenyl)amino)-1-oxo-3,3-diphenylpropan-2-yl)-1-methyl-1H-pyrazole-5-carboxamide